tert-butyl (S)-6-(4-((1-(4,4-dimethyl-5-oxo-4,5-dihydro-1H-imidazol-2-yl)-4-methylpentan-2-yl)amino)-5,6,7,8-tetrahydroquinazolin-2-yl)-2,6-diazaspiro[3.4]octane-2-carboxylate CC1(N=C(NC1=O)C[C@H](CC(C)C)NC1=NC(=NC=2CCCCC12)N1CC2(CN(C2)C(=O)OC(C)(C)C)CC1)C